(2R)-1-(7'-cyclopropyl-6'-(1-methyl-1H-pyrazol-4-yl)-3',4'-dihydro-1'H-spiro[pyrrolidine-3,2'-[1,8]naphthyridin]-1-yl)-2-(5-fluoro-2-methoxypyridin-4-yl)propan-1-one C1(CC1)C1=C(C=C2CCC3(NC2=N1)CN(CC3)C([C@H](C)C3=CC(=NC=C3F)OC)=O)C=3C=NN(C3)C